dimethyloxyoxalyl-glycine COC(NC(C(=O)O)=O)(C(=O)O)OC